5-(hydroxymethyl)-N,N-bis[(4-methoxyphenyl)methyl]-1-(oxazolidin-2-yl)-1H-pyrazole-4-sulfonamide OCC1=C(C=NN1C1OCCN1)S(=O)(=O)N(CC1=CC=C(C=C1)OC)CC1=CC=C(C=C1)OC